CN(C1=C2NC=NC2=NC=N1)C(NC([C@@H](N)[C@H](O)C)=O)=O N6-methyl-N6-threonylcarbamoyl-adenine